C(C)(C)C1=C(C(=O)NC=2C=C(C=CC2C(F)(F)F)[C@@H]2[C@@H](C2)C(=O)O)C=CC=C1OCCCC1=CC=CC=C1 (1R,2S)-2-[3-{[2-isopropyl-3-(3-phenylpropoxy)benzoyl]amino}-4-(trifluoromethyl)phenyl]cyclopropanecarboxylic acid